O=C1C[C@@H](CN1)C1N(CCN(C1)C1=NC=2N(C=C1)N=CC2C=2C(=NC=CC2)OC(C)C)C(=O)OC[C@H](NC2=NC1=C(C(=CC=C1C(=C2)N2C=NC=C2)Cl)Cl)C(=O)O (7,8-dichloro-4-(1H-imidazol-1-yl)quinolin-2-yl)serine [(3S)-5-Oxopyrrolidin-3-yl]-4-[3-(2-isopropoxy-3-pyridyl)pyrazolo[1,5-a]pyrimidin-5-yl]piperazine-1-carboxylate